N1(CCC1)C(=O)C=1N=CC(=NC1)C=1C(=C(C=CC1)NC1=C(N=NC(=C1)NC(=O)C1CC1)C(=O)NC([2H])([2H])[2H])OC 4-((3-(5-(azetidine-1-carbonyl)pyrazin-2-yl)-2-methoxyphenyl)amino)-6-(cyclopropanecarboxamido)-N-(methyl-d3)pyridazine-3-carboxamide